gamma-mercaptopropyl-trioxysilane SCCCOOO[SiH3]